NC(C(=O)O)CC=P(=O)CO 2-Amino-4-[hydroxy(methylphosphonoyl)]butanoic acid